2-(2-methylpyridin-3-yl)-N-(2-morpholinyl-5-(piperidin-1-yl)oxazolo[4,5-b]pyridin-6-yl)oxazole-4-carboxamide CC1=NC=CC=C1C=1OC=C(N1)C(=O)NC=1C=C2C(=NC1N1CCCCC1)N=C(O2)N2CCOCC2